2H-pyrrolo[3',2':5,6]pyrido[4,3-d]pyrimidin-2-one N=1C(N=CC=2C1C=1C(=NC2)N=CC1)=O